4-isopropyl-4-hydroxy-piperidine C(C)(C)C1(CCNCC1)O